Methyl 8-(1-ethyl-1H-pyrazol-4-yl)-2-fluoro-8-methyl-7,8-dihydro-6H-cyclopenta[e]pyrazolo[1,5-a]pyrimidine-6-carboxylate C(C)N1N=CC(=C1)C1(CC(C=2C=NC=3N(C21)N=C(C3)F)C(=O)OC)C